COC(C1=C(N=C(C=C1)OC)CBr)=O (bromomethyl)-6-methoxynicotinic acid methyl ester